S(OC1=CC=C(C=C1)OCC1=C(C=C(C=C1F)C1=CC(=NN1C(C)=O)N)F)(=O)(=O)F 4-((4-(1-acetyl-3-amino-1H-pyrazol-5-yl)-2,6-difluorobenzyl)oxy)phenyl sulfurofluoridate